4-[2-(4-{6-chloro-2-[(1-cyclopropyl-5-methyl-1H-pyrazol-4-yl)amino]quinazolin-7-yl}piperidin-1-yl)-1-hydroxyethyl]benzonitrile ClC=1C=C2C=NC(=NC2=CC1C1CCN(CC1)CC(O)C1=CC=C(C#N)C=C1)NC=1C=NN(C1C)C1CC1